COC(=CN)OC 2,2-dimethoxyethenamine